N2-(2-ethoxy-4-(4-methyl-4H-1,2,4-triazol-3-yl)phenyl)-6-methyl-N8-(oxetan-3-ylmethyl)pyrido[3,4-d]pyrimidine-2,8-diamine C(C)OC1=C(C=CC(=C1)C1=NN=CN1C)NC=1N=CC2=C(N1)C(=NC(=C2)C)NCC2COC2